3-(2-chloropyrimidin-4-yl)-6-(trifluoromethyl)imidazo[1,2-a]Pyridine ClC1=NC=CC(=N1)C1=CN=C2N1C=C(C=C2)C(F)(F)F